C(C1=CC=CC=C1)N1C(C(OC(C1CO[Si](C1=CC=CC=C1)(C1=CC=CC=C1)C(C)(C)C)C)(F)F)=O 4-Benzyl-5-(((tert-butyldiphenylsilyl)oxy)methyl)-2,2-difluoro-6-methylmorpholin-3-one